(Z)-3-chloro-N-[2-iodo-3-(2,2,2-trifluoroethyl)benzothiophen-7-yl]piperidin-4-amine ClC1CNCCC1NC1=CC=CC=2C(=C(SC21)I)CC(F)(F)F